3-(4-{2-[ethyl(isopropyl)carbamoyl]-phenyl}1-methyl-1H-pyrazolo[3,4-b]pyridin-6-yl)-2,5-dihydro-1H-pyrrole-1-carboxylic acid tert-butyl ester C(C)(C)(C)OC(=O)N1CC(=CC1)C1=CC(=C2C(=N1)N(N=C2)C)C2=C(C=CC=C2)C(N(C(C)C)CC)=O